C(OC1=CC=C(C=C1)[N+](=O)[O-])(O[C@H](C(F)(F)F)C)=O (S)-4-nitrophenyl (1,1,1-trifluoropropan-2-yl) carbonate